C1(=CC=CC=C1)C1=NC2=C(N=C1C1=CC=CC=C1)SC=C2 2,3-diphenyl-thienopyrazine